(Z)-9-dodecen-1-yl acetate C(C)(=O)OCCCCCCCC\C=C/CC